6-(3-(((1R,2R,3S,5S)-2-fluoro-8-azabicyclo[3.2.1]octan-3-yl)(methyl)amino)-1,2,4-triazin-6-yl)isoquinolin-7-ol F[C@@H]1[C@H]2CC[C@@H](C[C@@H]1N(C=1N=NC(=CN1)C=1C=C3C=CN=CC3=CC1O)C)N2